3-fluoro-4-(4-Boc-methylaminopiperidin-1-yl)nitrobenzene FC=1C=C(C=CC1N1C(CC(CC1)C(=O)OC(C)(C)C)NC)[N+](=O)[O-]